C/C(=C/CCC(=O)O)/CCC=C(C)C.C(C)(=O)O acetate ((Z)-3,7-dimethyloct-2,6-dien-1-yl acetate)